5-((((3'-chloro-2'-(2-chloro-3-((3-fluoro-4-((((oxetan-2-yl)methyl)amino)methyl)pyridin-2-yl)amino)phenyl)-6-methoxy-[2,4'-bipyridin]-5-yl)methyl)amino)methyl)pyrrolidin-2-one ClC=1C(=NC=CC1C1=NC(=C(C=C1)CNCC1CCC(N1)=O)OC)C1=C(C(=CC=C1)NC1=NC=CC(=C1F)CNCC1OCC1)Cl